(1R,2R)-N-[7-chloro-6-(4-cyano-4-fluoro-1-piperidinyl)-3-isoquinolinyl]-2-pyrimidin-5-yl-cyclopropanecarboxamide ClC1=C(C=C2C=C(N=CC2=C1)NC(=O)[C@H]1[C@@H](C1)C=1C=NC=NC1)N1CCC(CC1)(F)C#N